C1(=CC=CC=C1)N1C(OC(C1=O)C1=CC=CC=C1)=O 3,5-diphenyloxazolidine-2,4-dione